5,8,8-trimethyl-6-oxo-5-phenyl-5,6,7,8,9,10-hexahydrobenzo[b][1,8]naphthyridine-4-carbaldehyde CC1(C2=C(NC=3N=CC=C(C13)C=O)CC(CC2=O)(C)C)C2=CC=CC=C2